4-oxo-2,2,6,6-tetramethylpiperidine oxide O=C1CC([NH+](C(C1)(C)C)[O-])(C)C